7-Chloro-5-Methylpyrido[2,3-d]Pyrimidin ClC=1C=C(C2=C(N=CN=C2)N1)C